C(C)S(=O)(=O)NC1=C(C=C(C=C1)C1=NNC(=C1C(=O)N)NC1=NC=CN=C1)OC1CCCC2=CC=CC=C12 3-(4-(ethylsulfonamido)-3-((1,2,3,4-tetrahydronaphthalen-1-yl)oxy)phenyl)-5-(pyrazin-2-ylamino)-1H-pyrazole-4-carboxamide